FC(CNC(C1=C(C=C(C=C1OC)N1C=NC2=C1C=CC(=C2)C=2C=NN(C2)CC)OC)=O)F N-(2,2-difluoroethyl)-4-[5-(1-ethylpyrazol-4-yl)benzimidazol-1-yl]-2,6-dimethoxy-benzamide